N[C@H]1[C@@H](CCCC1)OC=1C=CC(=C(C(=O)NC2(CC2)C2=CC=CC3=CC=CC=C23)C1)C 5-(((1R,2R)-2-Aminocyclohexyl)oxy)-2-methyl-N-(1-(naphthalen-1-yl)cyclopropyl)benzamide